COC1=CC=C(CNC2CCCCC2)C=C1 N-(4-methoxybenzyl)-cyclohexylamine